C1(CCCC1)O[C@@H](CC1=NN2C(C(=CC=C2C(=O)O)NC)=C1)[C@H](O)C1=CC(=C(C(=C1)OC)C)OC 2-((2s,3r)-2-(cyclopentyloxy)-3-(3,5-dimethoxy-4-methylphenyl)-3-hydroxypropyl)-4-(methylamino)pyrazolo[1,5-a]pyridine-7-carboxylic acid